COC(=O)C1CC(=NN1C1=CC=C(C=C1)OC(F)(F)F)C1=CC=C(C=C1)C(F)(F)F 1-(4-trifluoromethoxyphenyl)-3-(4-trifluoromethylphenyl)-4,5-dihydro-1H-pyrazole-5-carboxylic acid methyl ester